4,4'-oxybis(benzenesulfonyl-semicarbazide) O(NC(NNS(=O)(=O)C1=CC=CC=C1)=O)NC(NNS(=O)(=O)C1=CC=CC=C1)=O